BrC1=CC2=C(N=C(S2)C2=C(SC=3CN(CCC32)C(=O)OC(C)(C)C)N(CC(=O)O)C(=O)OC(C)(C)C)C=C1 N-(3-(6-bromobenzo[d]thiazol-2-yl)-6-(tert-butoxycarbonyl)-4,5,6,7-tetrahydrothieno[2,3-c]pyridin-2-yl)-N-(tert-butoxycarbonyl)glycine